O=C(COCCOCCOCCC1=NN(C(=C1)C(=O)N)C(C)C)NCCC 11-oxo-3,6,9-trioxa-12-azapentadecyl-1-isopropyl-1H-pyrazole-5-carboxamide